(S)-2-acrylamido-N-(5-(2-(2-aminopyridin-3-yl)-5-(1H-pyrazol-1-yl)-3H-imidazo[4,5-b]pyridin-3-yl)-2,3-dihydro-1H-inden-1-yl)-4-fluorobenzamide C(C=C)(=O)NC1=C(C(=O)N[C@H]2CCC3=CC(=CC=C23)N2C(=NC=3C2=NC(=CC3)N3N=CC=C3)C=3C(=NC=CC3)N)C=CC(=C1)F